(S)-5-(4-(Benzyloxy)-3-nitrophenyl)-4-((tert-butoxycarbonyl)amino)-2,2-dimethylpentanoic acid C(C1=CC=CC=C1)OC1=C(C=C(C=C1)C[C@@H](CC(C(=O)O)(C)C)NC(=O)OC(C)(C)C)[N+](=O)[O-]